BrCC(=O)C1=C(C(=CC=C1)CO[Si](C)(C)C(C)(C)C)F 2-bromo-1-(3-(((tert-butyldimethylsilyl)oxy)methyl)-2-fluorophenyl)ethan-1-one